NC1=NN2C(C=C(C=C2)C=2C=C(C(=NC2)C)C(=O)NCC=2C(=NC=CC2)OCC2CCCC2)=N1 5-{2-amino-[1,2,4]triazolo[1,5-a]pyridin-7-yl}-N-{[2-(cyclopentylmethoxy)pyridin-3-yl]methyl}-2-methylpyridine-3-carboxamide